N-(4-chloro-2-(trifluoromethyl)benzyl)-5-(N-methylsulfamoyl)thiophene-2-carboxamide ClC1=CC(=C(CNC(=O)C=2SC(=CC2)S(NC)(=O)=O)C=C1)C(F)(F)F